CN1C2=C(CCC1=O)SC(=C2)C2=CN=CC=1[C@@H](CCCC21)NC(CC)=O (R)-N-(4-(4-methyl-5-oxo-4,5,6,7-tetrahydrothieno[3,2-b]pyridin-2-yl)-5,6,7,8-tetrahydroisoquinolin-8-yl)propionamide